NC(C(=O)O)CCCC(C)N 2,6-diamino-heptanoic acid